BrC=1C=C2C(=NN(C2=CC1)C1OCCCC1)[N+](=O)[O-] 5-bromo-3-nitro-1-(tetrahydro-2H-pyran-2-yl)-1H-indazole